benzoic acid (2E,6Z)-non-2,6-dien-1-yl ester C(\C=C\CC\C=C/CC)OC(C1=CC=CC=C1)=O